C[C@@H]1CC2(OCCO2)CC[C@H]1O |r| (+/-)-(trans)-7-methyl-1,4-dioxaspiro[4.5]decan-8-ol